1-Cyclohexene-1-acrylic acid C1(=CCCCC1)C=CC(=O)O